Tetrahydro-pyrido[3,4-b]indole C1NCCC2=C1NC1=CC=CC=C21